C[C@@H]1O[C@@H](CN(C1)C1=CC=CC(=N1)C=1N=C(SC1)NC(CCOC)=O)C (S)-1-((4-(6-(cis-2,6-dimethylmorpholino)pyridin-2-yl)thiazol-2-yl)amino)-3-methoxy-1-oxopropan